BrC=1C=C2C(=NN(C2=CC1)C1COCCC1)CO (5-bromo-1-(tetrahydro-2H-pyran-3-yl)-1H-indazol-3-yl)-methanol